3-(6-chloro-5-(3'-fluoro-2'-hydroxy-[1,1'-biphenyl]-4-yl)-1H-indazol-3-yl)propanoic acid ClC1=C(C=C2C(=NNC2=C1)CCC(=O)O)C1=CC=C(C=C1)C1=C(C(=CC=C1)F)O